[Cl-].O=C[C@@H](O)[C@H](O)[C@H](O)CO D-arabinose chloride